octabutoxypalladium C(CCC)O[Pd](OCCCC)(OCCCC)(OCCCC)(OCCCC)(OCCCC)(OCCCC)OCCCC